ClC=1C=C(C=CC1F)NC(=O)C1=C(N=CN1C)C1CC2CC(CC2C1)(C1=CC(=NN1C)C=1CN(CCC1)C)O N-(3-chloro-4-fluorophenyl)-4-(5-hydroxy-5-(1-methyl-3-(1-methyl-1,2,5,6-tetrahydropyridin-3-yl)-1H-pyrazol-5-yl)octahydropentalen-2-yl)-1-methyl-1H-imidazole-5-carboxamide